BrC1=CC=C(C=C1)C(C(C(=O)OCC)OC(C(C)C)=O)=O ethyl 3-(4-bromophenyl)-2-[(2-methylpropanoyl) oxy]-3-oxopropanoate